tert-butyl (2S)-4-((2-((tert-butyldimethylsilyl)oxy)ethyl)amino)-2-phenylpiperidine-1-carboxylate [Si](C)(C)(C(C)(C)C)OCCNC1C[C@H](N(CC1)C(=O)OC(C)(C)C)C1=CC=CC=C1